(S)-1-[(S)-2-(dicyclohexylphosphino)ferrocenyl]ethyl-di-tert-butylphosphine C1(CCCCC1)P(C=1[C-](C=CC1)[C@H](C)P(C(C)(C)C)C(C)(C)C)C1CCCCC1.[CH-]1C=CC=C1.[Fe+2]